COC=1N=C2C(=CC=NC2=CC1)O 6-methoxy-[1,5]naphthyridin-4-ol